{6-[(4-hydroxy-3,4,5,6-tetrahydro-2H-pyran-4-yl)methyl]-5,6,7,8-tetrahydro-1H-pyrrolo[2,3-g]isoquinolin-2-yl}methanone OC1(CCOCC1)CN1CC=2C=C3C(=CC2CC1)NC(=C3)C=O